2-(3-chlorobenzyl)-8-methyl-N-[2-(4-methylpiperazin-1-yl)ethyl]-4,5-dihydro-2H-furo[2,3-g]indazole-7-carboxamide ClC=1C=C(CN2N=C3C4=C(CCC3=C2)OC(=C4C)C(=O)NCCN4CCN(CC4)C)C=CC1